6-benzyl-2-thiouracil C(C1=CC=CC=C1)C1=CC(NC(N1)=S)=O